8-Carbonyl-2,2,14,14-tetramethyl-pentadecane C(=O)=C(CCCCCC(C)(C)C)CCCCCC(C)(C)C